C(N)(OC(SC)(NC(C)=O)C(C)(C)C)=O Tert-butyl-(acetamido (methylthio) methylene) carbamate